COC1=CC=C(C=C1)C1=CN=C2N1C=CN=C2CC2=CC(=C(C(=O)NCCN1CCN(CC1)C)C=C2)C 4-((3-(4-methoxy-phenyl)imidazo[1,2-a]pyrazin-8-yl)methyl)-2-methyl-N-(2-(4-methylpiperazin-1-yl)ethyl)benzamide